OC(=O)C(F)(F)F.C(CCC)N1C(C2=CN=CC=C2C(=C1)C1=CC(=C(C(=C1)F)O[C@H]1[C@@H](CNCC1)F)F)=O 2-butyl-4-(3,5-difluoro-4-(((3R,4R)-3-fluoropiperidin-4-yl)oxy)phenyl)-2,7-naphthyridin-1(2H)-one TFA salt